C1(=CC=CC=C1)C(C)N1CCN(CC1)C(=O)N1C[C@@H]2[C@@H](OCC(N2)=O)CC1 |r| rac-(4aR,8aS)-6-(4-(1-Phenylethyl)piperazine-1-carbonyl)hexahydro-2H-pyrido[4,3-b][1,4]oxazin-3(4H)-one